C(CCCCCCCCCCCCCCCCCCCCCCCCCCCCCCCC(=O)N)CCCCCCCCCCCCCCCCCCCCCCCCCCCCCCCC(=O)N methylenebisdotricontanoic acid amide